FC(C(C(=O)OCC)C)(F)F Ethyl 3,3,3-trifluoro-2-methylpropanoate